2-amino-4-((3-bromophenyl)amino)-1,3,5-triazaspiro[5.5]Undecane-1,3-diene-9-carboxylic acid methyl ester COC(=O)C1CCC2(NC(=NC(=N2)N)NC2=CC(=CC=C2)Br)CC1